C1(CC1)CNC(C=1C=C(C=CC1)NC(=O)C=1N(N=C(C1)C(F)(F)F)C1=CC(=CC=C1)C#N)C1=CC=C(C=C1)OCCC 2-(3-cyano-phenyl)-5-trifluoromethyl-2H-pyrazole-3-carboxylic acid {3-[(cyclopropylmethyl-amino)-(4-propoxy-phenyl)-methyl]-phenyl}-amide